C1(=CC=C(C=C1)[P](C1=CC=C(C=C1)C)=O)C Di-p-tolyl-phosphorus oxide